3-(2-(1-(3,5-dimethyl-4-(4-(trifluoromethyl)-1H-pyrazol-1-yl)phenyl)butyl)-2H-indazole-5-carboxamido)propionic acid CC=1C=C(C=C(C1N1N=CC(=C1)C(F)(F)F)C)C(CCC)N1N=C2C=CC(=CC2=C1)C(=O)NCCC(=O)O